Cl.CC1(CC1)N 1-methylcyclopropan-1-amine hydrogen chloride